C(#N)[C@@H]1CC[C@H](CC1)N1N=CC(=C1)NC1=NC=C(C(=N1)C1=CC=C(C(=O)NCC#N)C=C1)C 4-(2-((1-((trans)-4-cyanocyclohexyl)-1H-pyrazol-4-yl)amino)-5-methylpyrimidin-4-yl)-N-(cyanomethyl)benzamide